ClC=1C=C(C=C(C1OCCCl)C#N)C(C)(C)C1=C(OCC2=NC(=NC=C2)NS(=O)(=O)C)C=CC=C1 N-(4-((2-(2-(3-chloro-4-(2-chloroethoxy)-5-cyanophenyl)propan-2-yl)phenoxy)methyl)pyrimidin-2-yl)methanesulfonamide